NC1=NC=CC=C1C1=NC=2C(=NC(=CC2)C2=CC=CC=C2)N1C1=CC=C(CN2CCN(CC2)C=2C(C(C2O)=O)=O)C=C1 3-(4-(4-(2-(2-Aminopyridin-3-yl)-5-phenyl-3H-imidazo[4,5-b]pyridin-3-yl)benzyl)piperazin-1-yl)-4-hydroxycyclobut-3-ene-1,2-dione